C(=O)O.NC1CC(C1)C(=O)NCCCNC(C1=C(C=C(C=C1)NC=1C=2N(C=CN1)C(=CN2)C=2C(=NN(C2)CC(F)F)C(F)(F)F)CC)=O N-(3-((1r,3r)-3-aminocyclobutane-1-carboxamido)propyl)-4-((3-(1-(2,2-difluoroethyl)-3-(trifluoromethyl)-1H-pyrazol-4-yl)imidazo[1,2-a]pyrazin-8-yl)amino)-2-ethylbenzamide formate